Guanine-HCl Cl.N1C(N)=NC=2N=CNC2C1=O